4-hydroxy-6-methyl-5-(5-prop-2-enylfuran-2-yl)pyridine-3-carboxamide 1,3-dihydroxypropan-2-yl-10,18-dihydroxyoctadecanoate OCC(CO)OC(CCCCCCCCC(CCCCCCCCO)O)=O.OC1=C(C=NC(=C1C=1OC(=CC1)CC=C)C)C(=O)N